N1NCNCCNCC1 1,2,4,7-tetraazacyclononane